N1N=CC2=CC(=CC=C12)[C@@H]1N[C@@H](COC1)C (3S,5R)-3-(1H-indazol-5-yl)-5-methylmorpholine